(S)-8-(cyclohexylmethoxy)-5-(2-((5,6-diethyl-2,3-dihydro-1H-inden-2-yl)amino)-1-hydroxyethyl)quinoline-2(1H)-one C1(CCCCC1)COC=1C=CC(=C2C=CC(NC12)=O)[C@@H](CNC1CC2=CC(=C(C=C2C1)CC)CC)O